FC=1C=C2C=C(C=C(C2=CC1F)O)O 6,7-Difluoronaphthalene-1,3-diol